ClC1=CC=C(C=C1)C1=CC(=NC(=N1)C=1C=NC=CC1)NCC(CO)O 3-((6-(4-chlorophenyl)-2-(pyridin-3-yl)pyrimidin-4-yl)amino)propane-1,2-diol